F[C@H]1[C@H](CN(C1)C=1C=NC=CC1)N (3S,4R)-4-fluoro-1-(pyridin-3-yl)pyrrolidin-3-amine